N-(4-cyanophenyl)-4-oxo-1H-quinoline-3-carboxamide C(#N)C1=CC=C(C=C1)NC(=O)C1=CNC2=CC=CC=C2C1=O